C(C1=CC=CC=C1)N1CCC(CC1)CNC(C1=CC=C(C=C1)NC1=CC=C(C=C1)C1=CC(=CC=C1)OC)=O N-((1-Benzylpiperidin-4-yl)methyl)-4-((3'-methoxy-[1,1'-biphenyl]-4-yl)amino)benzamid